1-(nitromethyl)cyclohexanol [N+](=O)([O-])CC1(CCCCC1)O